CC1=CC=C(S1)S(=O)(=O)C1=CC=C(C=C1)CNC(=O)C=1C=C2C(=NC1)NN=C2 N-{[4-(5-methylthiophene-2-sulfonyl)phenyl]methyl}-1H-pyrazolo[3,4-b]pyridine-5-carboxamide